3,5-Bis(2-ethylbenzylidene)-1-methylpiperidin-4-one C(C)C1=C(C=C2CN(CC(C2=O)=CC2=C(C=CC=C2)CC)C)C=CC=C1